ClC1=C2CCN(C2=CC=C1Cl)C(CCCC1=CC(=NO1)C(=O)NO)=O 5-(4-(4,5-dichloroindolin-1-yl)-4-oxobutyl)-N-hydroxyisoxazole-3-carboxamide